C(CCCCCCCCC)=O DECANALDEHYDE